FC(C(=O)O)(F)F.ClC1=C(C=CC=C1C1CC2(CNC2)C1)N1C(NC(CC1)=O)=O 1-(2-chloro-3-(2-azaspiro[3.3]heptan-6-yl)phenyl)dihydropyrimidine-2,4(1H,3H)-dione trifluoroacetic acid salt